C(C)OCCCC1=CC=C(C=C1)NC1CCC(CC1)N (1r,4r)-N1-(4-(3-ethoxypropyl)phenyl)cyclohexane-1,4-diamine